ethyl 2-(triphenyl-λ5-phosphanylidene)propanoate C1(=CC=CC=C1)P(=C(C(=O)OCC)C)(C1=CC=CC=C1)C1=CC=CC=C1